3-[(8aS)-2-[4-chloro-2-(trifluoromethyl)phenyl]-3-oxo-5,6,8,8a-tetrahydro-1H-imidazo[1,5-a]pyrazin-7-yl]-6-(2-ethoxy-3-pyridyl)pyridine-2-carboxylic acid ClC1=CC(=C(C=C1)N1C(N2[C@@H](CN(CC2)C=2C(=NC(=CC2)C=2C(=NC=CC2)OCC)C(=O)O)C1)=O)C(F)(F)F